C(C)(=O)C1=NC=CC(C1OCC1=CC=CC=C1)=O 2-acetyl-3-benzyloxypyridine-4-one